S1C=NC2=C1C=C(C=C2)NCC(=O)NN 2-(benzo[d]thiazol-6-ylamino)acethydrazide